COC=1C=C(C=CC1)C(=O)N1CCC2(C(N3[C@H](O2)CC[C@H]3C3=CC=CC=C3)=O)CC1 (5'S,7a'R)-1-(3-methoxybenzene-1-carbonyl)-5'-phenyl-tetrahydro-3'H-spiro-[piperidine-4,2'-pyrrolo[2,1-b][1,3]-oxazol]-3'-one